5-amino-1,3,4-oxadiazole-2-carboxylic acid sodium salt [Na+].NC1=NN=C(O1)C(=O)[O-]